O[C@H]1CC[C@@]2([C@H]3C[C@H]([C@@]4([C@H](CC[C@@]4([C@@H]3CC[C@@H]2C1)O)C=1COC(C1)=O)C)O)C 3-[(3S,5R,8R,9S,10S,12R,13S,14S,17R)-3,12,14-trihydroxy-10,13-dimethyl-1,2,3,4,5,6,7,8,9,11,12,15,16,17-tetradecahydrocyclopenta[a]phenanthren-17-yl]-2H-furan-5-one